C(#N)N1C[C@@H](CC1)NC(C1=C(C=C(C=C1)C=1C=NN(C1)CC)F)=O (R)-N-(1-cyanopyrrolidin-3-yl)-4-(1-ethyl-1H-pyrazol-4-yl)-2-fluorobenzamide